N'-nonyltert-butoxycarbohydrazide C(CCCCCCCC)N(NOC(C)(C)C)C(=O)NN